COC(CO[N+](=O)[O-])=O 2-(nitrooxy)acetic acid methyl ester